CC1=C(C(=CC(=C1)C(C)(C)C)C)[N+](=O)[O-] 1,3-dimethyl-5-tert-butyl-nitrobenzene